monobutyl-copper (II) phthalate C(C=1C(C(=O)[O-])=CC=CC1)(=O)[O-].C(CCC)[Cu+].C(CCC)[Cu+]